2-chloro-4-(((1R,2S)-2-hydroxy-1-(5-(4-(hydroxymethyl)phenyl)-1,3,4-oxadiazol-2-yl)propyl)amino)-3-methylbenzonitrile ClC1=C(C#N)C=CC(=C1C)N[C@H]([C@H](C)O)C=1OC(=NN1)C1=CC=C(C=C1)CO